{[(4-methoxyphenyl)methyl]amino}-N-(4-{[4-(pyrazol-4-ylmethyl)piperazinyl]methyl}phenyl)carboxamide COC1=CC=C(C=C1)CNC(=O)NC1=CC=C(C=C1)CN1CCN(CC1)CC=1C=NNC1